2-allyl-2-hydroxy-1,3-propanediol C(C=C)C(CO)(CO)O